6'-chloro-4'-(isopropylamino)-[2,3'-bipyridine]-6-carbonitrile ClC1=CC(=C(C=N1)C1=NC(=CC=C1)C#N)NC(C)C